BrC[C@](C(=O)O)(C)O (R)-3-bromo-2-hydroxy-2-methylpropionic acid